FC1=C(C=C(C=C1)NC(=O)C=1OC2=C(N1)C=CC(=C2)Br)C2(N=CN(S(C2)(=O)=O)C)C 5-(2-fluoro-5-(6-bromobenzo[d]oxazole-2-carboxamido)phenyl)-2,5-dimethyl-1,1-dioxo-1,2,4-thiadiazin